2-isocyano-N,N-dimethylacetamide CN(C)C(=O)C[N+]#[C-]